COC1=CC=C2C(=CNC2=C1)C=C[N+](=O)[O-] 6-methoxy-3-(2-nitrovinyl)indole